C(C)(C)(C)OC(=O)C1NCCC=C1 5,6-dihydro-2H-pyridine-carboxylic acid tert-butyl ester